Cl.CC1=NSC(=C1N)C(C)C 3-methyl-5-(propan-2-yl)-1,2-thiazol-4-amine hydrochloride